3-(difluoromethyl)-1-(4-fluoro-2-((R)-1-((4-methoxybenzyl)oxy)ethyl)phenyl)-1H-pyrazol FC(C1=NN(C=C1)C1=C(C=C(C=C1)F)[C@@H](C)OCC1=CC=C(C=C1)OC)F